C1=CC=C2C(=C1)C3=CC=CC=C3S2=O The molecule is a member of the class of dibenzothiophenes that is the 5-oxo derivative of dibenzothiophene. It has a role as a metabolite. It derives from a dibenzothiophene.